5-((4-((4-bromo-1H-pyrazol-1-yl)methyl)-6-fluoro-1-(phenylsulfonyl)-1H-indol-5-yl)oxy)-2-fluorobenzonitrile BrC=1C=NN(C1)CC1=C2C=CN(C2=CC(=C1OC=1C=CC(=C(C#N)C1)F)F)S(=O)(=O)C1=CC=CC=C1